3',5'-Bis(trifluoromethyl)biphenyl-4-carboxylic acid FC(C=1C=C(C=C(C1)C(F)(F)F)C1=CC=C(C=C1)C(=O)O)(F)F